4-cyanotetrahydro-2H-pyran-4-carboxamide C(#N)C1(CCOCC1)C(=O)N